6-fluoro-2,4,8,10-tetra-tert-butyl-12-methyl-dibenz-[d,g]-1,3,2-dioxaphosphocin FP1OC2=C(C(C3=C(O1)C(=CC(=C3)C(C)(C)C)C(C)(C)C)C)C=C(C=C2C(C)(C)C)C(C)(C)C